CC=1N=C(C2=C(N1)OC=C2C(=O)N2CC1=C(CC2)SC=C1)NC1(CC1)C methyl-N-(1-methylcyclopropyl)-5-{4H,5H,6H,7H-thieno[3,2-c]pyridine-5-carbonyl}furo[2,3-d]pyrimidin-4-amine